C(C\C=C/C=C\CCC)C=1C=C(C=C(C1)O)O 5-[(3Z,5Z)-Nona-3,5-dienyl]benzene-1,3-diol